C1(=CC=CC=C1)C(C=C)(C1=CC=CC=C1)C1=CC=CC=C1 (E)-triphenylprop-1-ene